CC=1C(=C(N)C=CC1)COC 3-methyl-2-(methoxymethyl)aniline